2-(1-(4-amino-3-(2,3-difluoro-4-methoxyphenyl)-1H-pyrazolo[3,4-d]pyrimidin-1-yl)ethyl)-5-chloro-3-phenylquinazolin-4(3H)-one NC1=C2C(=NC=N1)N(N=C2C2=C(C(=C(C=C2)OC)F)F)C(C)C2=NC1=CC=CC(=C1C(N2C2=CC=CC=C2)=O)Cl